(R)-4-(2-(4-fluorophenyl)-1H-pyrrolo[2,3-b]pyridin-5-yl)-N-(1-hydroxybutan-2-yl)thiazole-2-carboxamide FC1=CC=C(C=C1)C1=CC=2C(=NC=C(C2)C=2N=C(SC2)C(=O)N[C@@H](CO)CC)N1